[Se](=O)(=O)([O-])[O-] selenat